cis-7-fluoro-5-isopropyl-6,7-dihydro-5H-pyrrolo[1,2-b][1,2,4]triazole-2-carboxylic acid ethyl ester C(C)OC(=O)C=1N=C2N(N1)[C@@H](C[C@@H]2F)C(C)C